C1(=CC=CC2=CC=CC=C12)CC(=O)N 2-(naphthalene-1-yl)acetamide